O=C1C2=C(N(C(N1)=S)CC1=C(C#N)C=C(C=C1)C=C)C=CN2 2-((4-oxo-2-thioxo-2,3,4,5-tetrahydro-1H-pyrrolo[3,2-d]pyrimidin-1-yl)methyl)-5-vinylbenzonitrile